1'-Benzyl-3',3'-difluoro-4-(piperazin-1-yl)-1,4'-bipiperidine trifluoroacetate FC(C(=O)O)(F)F.C(C1=CC=CC=C1)N1CC(C(CC1)N1CCC(CC1)N1CCNCC1)(F)F